CS(=O)CC1=C(C=CC(=C1)[N+](=O)[O-])C=1CN(CC1)C(=O)O 3-(2-(methylsulfinylmethyl)-4-nitrophenyl)-2,5-dihydro-1H-pyrrole-1-carboxylic acid